C1(=C(C=CC=C1)OOP(=O)(OOC1=C(C=CC=C1)C)OC1=C(C2=CC=CC=C2C=C1C(=O)OC(C)C)C1=C(C(=CC2=CC=CC=C12)C(=O)OC(C)C)OP(=O)(OOC1=C(C=CC=C1)C)OOC1=C(C=CC=C1)C)C Diisopropyl 2,2'-bis((bis(o-tolyloxy) phosphono) oxy)-[1,1'-binaphthyl]-3,3'-dicarboxylate